cis-tert-butyl 4-(4-(4-amino-5-(4-phenoxyphenyl)pyrrolo[2,1-f][1,2,4]triazin-7-yl)cyclohexyl)piperazine-1-carboxylate NC1=NC=NN2C1=C(C=C2[C@H]2CC[C@H](CC2)N2CCN(CC2)C(=O)OC(C)(C)C)C2=CC=C(C=C2)OC2=CC=CC=C2